O1C(=NC2=C1C=CC=C2)SCCCOC2=CC=C(C=C2)C(C=CC=2C=C(C=CC2)C)=O 1-(4-(3-(benzo[d]oxazol-2-yl-thio)propoxy)phenyl)-3-(3-tolyl)-2-propen-1-one